O(O)C1=NC(=NC(=N1)C1=CC=CC=C1)C1=CC=CC=C1 2-hydroperoxy-4,6-diphenyl-1,3,5-triazine